CN1CC(C1)(C)[C@@](C=1C=C(C=CC1)C1=NC(=NO1)C(=O)N1C[C@H](CC1)C(C)(C)O)(C1=CC=C(C=C1)OC(F)(F)F)O (5-{3-[(S)-(1,3-Dimethyl-azetidin-3-yl)-hydroxy-(4-trifluoromethoxy-phenyl)-methyl]-phenyl}-[1,2,4]oxadiazol-3-yl)-[(S)-3-(1-hydroxy-1-methyl-ethyl)-pyrrolidin-1-yl]-methanone